ClC1=C(C=CC=C1NC1CCNCC1)SC=1N=CC(=NC1)N1CCC(CC1)(C)CNC(OC(C)(C)C)=O tert-butyl ((1-(5-((2-chloro-3-(piperidin-4-ylamino)phenyl)thio)pyrazin-2-yl)-4-methylpiperidin-4-yl)methyl)carbamate